C1(CCC=2C(=CC=CC12)C(=O)O)C1CCC2=CC=CC=C12 biindane-4-carboxylic acid